(3R)-3-(hydroxymethyl)piperazine-1-carboxylic acid tert-butyl ester C(C)(C)(C)OC(=O)N1C[C@@H](NCC1)CO